CC(CC[C@@H](C(=O)O)NC1=NC(=NC2=CC=CC=C12)C)(C)C (S)-5,5-Dimethyl-2-((2-methylquinazolin-4-yl)amino)hexanoic acid